C1=CC=C(C=2OC3=CC=CC=C3CC12)C=O xanthene-4-formaldehyde